ClC1=C2C(N(C=NC2=CC=C1OC1=C(C(=CC=C1F)NS(N(C)CC)(=O)=O)C#N)[C@@H]1COC2(C1)CCN(CC2)C(=O)OC(C)(C)C)=O tert-butyl (3S)-3-[5-chloro-6-[2-cyano-3-[[ethyl(methyl)sulfamoyl]amino]-6-fluoro-phenoxy]-4-oxo-quinazolin-3-yl]-1-oxa-8-azaspiro[4.5]decane-8-carboxylate